C1(CCCC1)C(C(=O)OC1C[N+](CC1)(C)C)(C1=CC=CC=C1)O 3-(2-cyclopentyl-2-hydroxy-2-phenylacetoxy)-1,1-dimethyl-pyrrolidinium